BrC1=CC=CC(=N1)N1C[C@H](O[C@H](C1)C)C cis-4-(6-bromo-2-pyridyl)-2,6-dimethyl-morpholine